N-1-butylindole C(CCC)N1C=CC2=CC=CC=C12